ClC1=NC(=C2N=C(N(C2=N1)C)C=1CCOCC1)N1CCOCC1 4-(2-chloro-8-(3,6-dihydro-2H-pyran-4-yl)-9-methyl-9H-purin-6-yl)morpholine